C(C1=CC=CC=C1)[C@H]1C[C@@H](N(C1)C(=O)OC(C)(C)C)C(=O)O (2r,4s)-4-benzyl-1-(tert-butoxycarbonyl)pyrrolidine-2-carboxylic acid